C(C)(C)(C)[SiH2]OC1=CC=C(C=C1)CC[Si](C)(C)C tert-butyl-(4-((trimethylsilyl)ethyl)phenoxy)silane